C(C)(C)(C)N1CC(CC1)CCCCNC1=C2C(N(C(C2=CC=C1)=O)C1C(NC(CC1)=O)=O)=O tert-Butyl-3-(4-((2-(2,6-dioxopiperidin-3-yl)-1,3-dioxoisoindolin-4-yl)amino)butyl)pyrrolidine